Br[Sn](C1=CC=CC=C1)C1=CC=CC=C1 monobromodiphenyl-tin